C(CCCCCCCCCCCC)OC(CCC1=CC(=C(C(=C1)C(C)(C)C)O)C(C)(C)C)=O 3,5-di-tert-butyl-4-hydroxybenzenepropionic acid tridecyl ester